tert-butyl (Z)-(3-(2,3-dichlorophenyl)-1-(((dimethylamino)methylene)amino)-1-oxopropan-2-yl)carbamate ClC1=C(C=CC=C1Cl)CC(C(=O)\N=C/N(C)C)NC(OC(C)(C)C)=O